BrC1=CC(=C(C=NS(=O)C(C)(C)C)C=C1I)O N-(4-bromo-2-hydroxy-5-iodobenzylidene)-2-methylpropane-2-sulfinamide